C1(=CC=CC=C1)C1=NN=C(S1)N 5-phenyl-1,3,4-thiadiazole-2-amine